[B-](CCC(F)(F)F)(F)(F)F.[K+] potassium trifluoro(3,3,3-trifluoropropyl)borate